8-[5-[(E)-2-(aminomethyl)-3-fluoro-allyloxy]pyrimidin-2-yl]-2,8-diazaspiro[4.5]decan-3-one dihydrochloride Cl.Cl.NC/C(/COC=1C=NC(=NC1)N1CCC2(CC(NC2)=O)CC1)=C\F